COC1=C(CNC(=O)C2(CC2)F)C=CC(=C1)OC N-(2,4-dimethoxybenzyl)-1-fluorocyclopropane-1-carboxamide